C(C)(C)(C)OCCCCCC[Si](C)(C1C2=CC=CC=C2C=2C=CC(=CC12)CC1CCCC1)C1C2=CC=CC=C2C=2C=CC(=CC12)CC1CCCC1 (6-(tert-butoxy)hexyl)bis(2-(cyclopentylmethyl)-9H-fluoren-9-yl)(methyl)silane